tert-butyl (1-(cyanomethyl)cyclopropyl)(2-(3-methoxyphenyl)-2-oxoethyl)carbamate C(#N)CC1(CC1)N(C(OC(C)(C)C)=O)CC(=O)C1=CC(=CC=C1)OC